CN1C(C2=C(C(=C1)C1=C(C=CC=C1)OC1=CC(=CC=C1)CCCN1CCNCC1)C=CN2)=O 6-methyl-4-[2-[3-(3-piperazin-1-ylpropyl)phenoxy]phenyl]-1H-pyrrolo[2,3-c]pyridin-7-one